CC1(CC(C=2C=C(C(N(C2C1)C=1C=NC=CC1)=O)C(=O)N)=O)C 7,7-dimethyl-2,5-dioxo-1-(pyridin-3-yl)-1,2,5,6,7,8-hexahydroquinoline-3-carboxamide